Chloro-4-vinylbenzene ClC1=CC=C(C=C1)C=C